[1,2,4]triazolo[4,3-c]pyrimidine N=1N=CN2C=NC=CC21